ClC=1C(=C(C(=NC1)NC(C)C)F)C=1C=C2N(C[C@@H](N(C2=O)CC2=C(C=CC(=C2)F)CO)COC)C1 (R)-7-(5-chloro-3-fluoro-2-(isopropylamino)pyridin-4-yl)-2-(5-fluoro-2-(hydroxymethyl)benzyl)-3-(methoxymethyl)-3,4-dihydropyrrolo[1,2-a]pyrazin-1(2H)-one